ClC1=C(C=C(C(=C1)F)C1=NC=NC2=CC(=CC=C12)N1CCOCC1)[C@H](O)C=1C=2N(C=CN1)C=CN2 (S)-[2-Chloro-4-fluoro-5-(7-morpholin-4-yl-quinazolin-4-yl)-phenyl]imidazo-[1,2-a]pyrazin-8-yl-methanol